F[C@@]1(CN2C(OC1)=C(C=N2)[S@](=O)(N)=NC(NC2=C1CCCC1=CC=1CCCC21)=O)C (S,6R)-6-fluoro-N'-((1,2,3,5,6,7-hexahydro-s-indacen-4-yl)carbamoyl)-6-methyl-6,7-dihydro-5H-pyrazolo[5,1-b][1,3]oxazine-3-sulfonimidamide